[6-(difluoromethyl)-1-naphthyl]-trimethyl-stannane FC(C=1C=C2C=CC=C(C2=CC1)[Sn](C)(C)C)F